(1R,5S,6S)-3-methyl-3-azabicyclo[3.1.0]hexane-6-carboxylic acid CN1C[C@H]2C([C@H]2C1)C(=O)O